1,2,4-OXADIAZOL-5-ON O1NC=NC1=O